(2R,3R,4R,5S)-2-methyl-1-(((S)-1-(4-(trifluoromethyl)thiazol-2-yl)pyrrolidin-3-yl)methyl)piperidine-3,4,5-triol C[C@H]1N(C[C@@H]([C@H]([C@@H]1O)O)O)C[C@H]1CN(CC1)C=1SC=C(N1)C(F)(F)F